ClC=1C=2N(C=C(C1)C(=O)N1C[C@@H](CCC1)N)N=C(C2C)C2=CC=1C(=NC(=CC1)N1CCC(CC1)OC)N2CC2CC2 (3R)-1-{4-Chloro-2-[1-(cyclopropylmethyl)-6-(4-methoxypiperidin-1-yl)-1H-pyrrolo[2,3-b]pyridin-2-yl]-3-methylpyrazolo[1,5-a]pyridine-6-carbonyl}piperidin-3-amine